OCC1=CC=C(CC2C(NCC2)=O)C=C1 3-(4-(hydroxymethyl)benzyl)pyrrolidin-2-one